N-(oxetan-3-yl)pyridinecarboxamide O1CC(C1)NC(=O)C1=NC=CC=C1